N1(CCCCC1)C(=O)ONCCNC(=O)OC(C)(C)C ((2-((tert-butoxycarbonyl) amino) ethyl) amino) piperidine-1-carboxylate